4-(((R)-1-(3-amino-5-(trifluoromethyl)phenyl)ethyl)amino)-8-ethyl-8-methoxy-2,6-dimethyl-6,8-dihydro-7H-pyrrolo[2,3-g]quinazolin-7-one NC=1C=C(C=C(C1)C(F)(F)F)[C@@H](C)NC1=NC(=NC2=CC3=C(C=C12)N(C(C3(OC)CC)=O)C)C